(6aS)-2-((5-(3-fluoro-4-(2-oxopyrrolidin-1-yl)phenyl)pyridin-2-yl)amino)-8-methyl-6,6a,7,8-tetrahydro-9H-pyrido[2,3-b]pyrrolo[1,2-d][1,4]oxazin-9-one FC=1C=C(C=CC1N1C(CCC1)=O)C=1C=CC(=NC1)NC1=CC2=C(OC[C@H]3N2C(C(C3)C)=O)N=C1